benzyl 4-((3S,4S)-1-(tert-butoxycarbonyl)-3-methylpiperidine-4-carbonyl)piperazine-1-carboxylate C(C)(C)(C)OC(=O)N1C[C@H]([C@H](CC1)C(=O)N1CCN(CC1)C(=O)OCC1=CC=CC=C1)C